2-(4-((2-acetamidothiazol-5-yl)methyl)piperazin-1-yl)N-(pyridin-2-yl)acetamide C(C)(=O)NC=1SC(=CN1)CN1CCN(CC1)CC(=O)NC1=NC=CC=C1